4-amino-α,α-dimethylbenzyl-1,4-bis[4-(4-aminophenoxy)phenoxy-α,α-dimethylbenzyl]benzene NC1=CC=C(C(C)(C)C2=C(C=CC(=C2)C(C2=C(C=CC=C2)OC2=CC=C(C=C2)OC2=CC=C(C=C2)N)(C)C)C(C2=C(C=CC=C2)OC2=CC=C(C=C2)OC2=CC=C(C=C2)N)(C)C)C=C1